FC1(CN(C1)C=1C=C(C=CC1)C(C(=O)[Li])OC)F [2-[3-(3,3-Difluoroazetidin-1-yl)phenyl]-2-methoxy-acetyl]lithium